NC1=C(N(C)CCN(CCCN2CCN(CC2)C(=O)OC(C)(C)C)C)C=C(C(=C1)NC1=NC=CC(=N1)C1=CN(C2=CC=CC=C12)C)OC tert-butyl 4-[3-[2-[2-amino-5-methoxy-N-methyl-4-[[4-(1-methylindol-3-yl)pyrimidin-2-yl]amino]anilino]ethyl-methyl-amino]propyl]piperazine-1-carboxylate